C(C)C1=CC=C(N1)C(=O)O 5-Ethyl-1H-pyrrole-2-carboxylic acid